Cl.C1(=CC=C(C=C1)S(=O)(=O)SCCCN)C S-(3-aminopropyl) para-tolylthiosulfonate hydrochloride